O=C1N(CCC(N1)=O)C1=CC=C(C=N1)OC(CN1[C@@H](CN(C[C@@H]1C)C(=O)OC(C)(C)C)C)=O tert-butyl (3R,5S)-4-(2-((6-(2,4-dioxotetrahydropyrimidin-1(2H)-yl)pyridin-3-yl)oxy)-2-oxoethyl)-3,5-dimethylpiperazine-1-carboxylate